O1C=CC=2C(=NC=CC21)C2=CC=C(C(=O)NC1CN(C1)C1=NC=CC=C1)C=C2 4-(furo[3,2-c]pyridin-4-yl)-N-[1-(pyridin-2-yl)azetidin-3-yl]benzamide